N1C(CC1)[C@@]1(OC2=C(C1)C(=C(C(=C2)F)Cl)C2=C(C(=O)NC)C=CC(=C2F)OCCO)C2=CC=CC=C2 2-((2S,4S)-2-(azetidin-2-yl)-5-chloro-6-fluoro-2-phenyl-2,3-dihydrobenzofuran-4-yl)-3-fluoro-4-(2-hydroxyethoxy)-N-methylbenzamide